4-trifluoromethanesulfonyloxyphenyl β-D-glucopyranoside O([C@H]1[C@H](O)[C@@H](O)[C@H](O)[C@H](O1)CO)C1=CC=C(C=C1)OS(=O)(=O)C(F)(F)F